Cl.FC1=CC(=CC2=C1N=C(S2)C2CCNCC2)C=2C=C(C=1N(N2)C=C(N1)C)N 6-[4-fluoro-2-(piperidin-4-yl)-1,3-benzothiazol-6-yl]-2-methylimidazo[1,2-b]pyridazin-8-amine hydrochloride